5-(4-(4-(2-chloro-3-fluorophenyl)piperazin-1-yl)butoxy)-1,1a,3,7b-tetrahydro-2H-cyclopropa[c]quinolin-2-one ClC1=C(C=CC=C1F)N1CCN(CC1)CCCCOC=1C=CC=2C3C(C(NC2C1)=O)C3